NC[C@H]1N(CCC1)C(=O)OC(C)(C)C (S)-tert-butyl 2-(aminomethyl)pyrrolidine-1-carboxylate